O=C1NC(CCC1N1C(C2=CC=C(C=C2C=N1)NCCCCCC(=O)N1CCC(CC1)COC=1C=NC(=NC1)C=1C=C(C=CC1)CN1N=CC=CC1=O)=O)=O 1-{[3-(5-{[1-(6-{[2-(2,6-dioxopiperidin-3-yl)-1-oxo-1,2-dihydrophthalazin-6-yl]amino}hexanoyl)piperidin-4-yl]methoxy}pyrimidin-2-yl)phenyl]methyl}-6-oxo-1,6-dihydropyridazine